4-methoxy-N-(2-oxo-2-(4-(5-(trifluoromethyl)-1,2,4-oxadiazol-3-yl)phenyl)ethyl)benzamide COC1=CC=C(C(=O)NCC(C2=CC=C(C=C2)C2=NOC(=N2)C(F)(F)F)=O)C=C1